FC=1C=C(CS)C=CC1F 3,4-difluorobenzyl mercaptan